N1=CC=C(C=C1)C1CNCCO1 2-(pyridin-4-yl)-morpholine